(R)-1-[(R)-1-[6-({4-[2-amino-6-(m-cyanophenyl)-4-pyrimidinyl]-1H-1,2,3-triazol-1-yl}methyl)-2-pyridinyl]ethyl]-3-piperidinecarboxylic acid NC1=NC(=CC(=N1)C=1N=NN(C1)CC1=CC=CC(=N1)[C@@H](C)N1C[C@@H](CCC1)C(=O)O)C1=CC(=CC=C1)C#N